1-Ethylimidazole C(C)N1C=NC=C1